C(C)(C)C1=NOC(=N1)C1CCN(CC1)C(CC1=NON=C1C)=O 1-(4-(3-isopropyl-1,2,4-oxadiazol-5-yl)piperidin-1-yl)-2-(4-methyl-1,2,5-oxadiazol-3-yl)ethan-1-one